CS(=O)(=O)C=1C=NC2=CC(=NC(=C2C1)OC1CCC(CC1)NC1=NC=C(C=N1)OCC(=O)N1CCOCC1)N1CCOCC1 2-((2-(((1s,4s)-4-((3-(methylsulfonyl)-7-morpholino-1,6-naphthyridin-5-yl)oxy)cyclohexyl)amino)pyrimidin-5-yl)oxy)-1-morpholinoethan-1-one